COC(=O)C1=NC=2N(C(=C1)CBr)C(=CN2)Br 3-bromo-5-(bromomethyl)imidazo[1,2-a]pyrimidine-7-carboxylic acid methyl ester